anthracendiol C=1(C(=CC=C2C=C3C=CC=CC3=CC12)O)O